[NH-]O HydroxylamineId